N=1N=CN2C1C(=NC=C2)CN(CC=2OC=CC2)CC2=CC=CC=C2 ([1,2,4]triazolo[4,3-a]pyrazin-8-yl)-N-benzyl-N-(furan-2-ylmethyl)methylamine